ClC1=CC=C2C(=N1)C(=C(N2COCC[Si](C)(C)C)C2=CC(=NC=C2)NC(C)=O)C2=NC=CC=C2 N-{4-[5-chloro-3-(pyridin-2-yl)-1-{[2-(trimethylsilyl)ethoxy]methyl}-1H-pyrrolo[3,2-b]pyridin-2-yl]pyridin-2-yl}acetamide